6-(4-bromo-2-chlorophenyl)-2-(methylthio)-8,9-dihydroimidazo[1',2':1,6]pyrido[2,3-d]pyrimidine BrC1=CC(=C(C=C1)C1=CC2=C(N=C(N=C2)SC)N2C1=NCC2)Cl